trans-N-(4-piperidinylethyl)-2-(1-(phenylsulfonyl)porphyrin-5-yl)cyclopropylamine N1CCC(CC1)CCN[C@H]1[C@@H](C1)C=1C2=CCC(N2)(C=C2C=CC(C=C3C=CC(=CC=4C=CC1N4)N3)=N2)S(=O)(=O)C2=CC=CC=C2